ClC1=NC=CC(=C1)C1=C2C=C(C(=CC2=CC2=C1C(OC2)=O)OC)OC 9-(2-chloropyridin-4-yl)-6,7-dimethoxynaphtho[2,3-c]furan-1(3H)-one